C12(CC(C1)C2)NC(=O)C=2C(N(C1=NC=C(C=C1C2O)Br)CCN2CCOCC2)=O N-(bicyclo[1.1.1]pent-1-yl)-6-bromo-4-hydroxy-1-(2-morpholinoethyl)-2-oxo-1,2-dihydro-1,8-naphthyridine-3-carboxamide